2-(2-chlorobenzyl)-N-[2-(diethylamino)ethyl]-8-methyl-4,5-dihydro-2H-furo[2,3-g]indazole-7-carboxamide ClC1=C(CN2N=C3C4=C(CCC3=C2)OC(=C4C)C(=O)NCCN(CC)CC)C=CC=C1